5-bromo-4,4,7-trimethylchroman-2-one BrC1=C2C(CC(OC2=CC(=C1)C)=O)(C)C